5-[[2-(2,6-dioxopiperidin-3-yl)-1,3-dioxoisoindol-5-yl]oxy]valeraldehyde O=C1NC(CCC1N1C(C2=CC=C(C=C2C1=O)OCCCCC=O)=O)=O